FC1=C(OCCNC(=O)NCCCCCCNC(NCCOC2=C(C=CC=C2)F)=O)C=CC=C1 1-[2-{2-fluorophenoxy}ethyl]-3-[6-[2-(2-fluorophenoxy)ethylcarbamoylamino]hexyl]urea